C(=O)C=1N=NN(C1)CC1=CC=C(C(=O)OCC)C=C1 ethyl 4-((4-formyl-1H-1,2,3-triazol-1-yl)methyl)benzoate